(2S,3R,4S,5S)-4-[[3-(3-methoxy-2-methyl-4-pyridinyl)-4,5-dimethyl-5-(trifluoromethyl)tetrahydrofuran-2-carbonyl]amino]pyridine-2-carboxamide COC=1C(=NC=CC1[C@@H]1[C@H](O[C@@]([C@H]1C)(C(F)(F)F)C)C(=O)NC1=CC(=NC=C1)C(=O)N)C